(2S,3R,5R)-3-(5-(2-(2,5-dichloro-3,4-dihydroxyphenyl)-2-oxoethyl)isoxazol-3-yl)-3-methyl-7-oxo-4-thia-1-azabicyclo[3.2.0]heptane-2-carboxylic acid 4,4-dioxide ClC1=C(C=C(C(=C1O)O)Cl)C(CC1=CC(=NO1)[C@]1([C@@H](N2C(C[C@H]2S1(=O)=O)=O)C(=O)O)C)=O